CN1CCC(CC1)(C(=O)OCCOCCOCCOCCOCC(COCCCCCCCC(OC(CCCCCC)CCCC)=O)OCCCCCCCC(=O)OC(CCCCCC)CCCC)C [2-[2-[2-[2,3-bis[8-(1-butylheptoxy)-8-oxo-octoxy] propoxy] ethoxy]ethoxy] ethoxy]ethyl 1,4-dimethylpiperidine-4-carboxylate